C(C)N[C@@H]([C@H](NCC)C1=CC=CC=C1)C1=CC=CC=C1 (1R,2R)-N,N'-diethyl-1,2-diphenyl-1,2-ethylenediamine